[O-]S(=O)(=O)C(F)(F)F.FC(S(=O)(=O)C=1NC=C[N+]1C)(F)F trifluoromethanesulfonyl-3-methylimidazolium triflate